rac-(3aR,7aS)-2-benzyloctahydro-4H-isoindol-4-one C(C1=CC=CC=C1)N1C[C@H]2CCCC([C@H]2C1)=O |r|